ClC1=CC=C(C=C1)C1=NN=C(C2=CC=CC=C12)NC1CN(CCC1)CC(F)(F)F 4-(4-chlorophenyl)-N-(1-(2,2,2-trifluoroethyl)piperidin-3-yl)phthalazin-1-amine